8,9-dihydro-7H-cyclopenta[H]Quinoline-3-carboxylic acid N1=CC(=CC2=CC=C3C(=C12)CCC3)C(=O)O